[(dibenzofuranyl)phenyl](naphthobenzofuranyl)anthracene C1(=CC=CC=2OC3=C(C21)C=CC=C3)C3=C(C=CC=C3)C3=C(C2=CC1=CC=CC=C1C=C2C=C3)C3=COC=2C3=CC=C3C2C=CC2=CC=CC=C23